tert-butyl 3-(1-(3-amino-6-bromopyrazin-2-yloxy) ethyl)-2,4-dichlorobenzoate NC=1C(=NC(=CN1)Br)OC(C)C=1C(=C(C(=O)OC(C)(C)C)C=CC1Cl)Cl